pentaerythritol tetrakis[2-(dodecylthiocarbonylthio)-2-methylpropionate] C(CCCCCCCCCCC)C(=S)SC(C(=O)OCC(COC(C(C)(C)SC(=S)CCCCCCCCCCCC)=O)(COC(C(C)(C)SC(=S)CCCCCCCCCCCC)=O)COC(C(C)(C)SC(=S)CCCCCCCCCCCC)=O)(C)C